CN1C2=C(N(C(C1=O)=O)C1CCNCC1)N=CC(=C2)C=C 4-(1-methyl-2,3-dioxo-7-vinyl-2,3-dihydropyrido[2,3-b]pyrazin-4(1H)-yl)piperidine